FC(C(C)(C)O)(F)C=1C(=C(C=CC1)[C@@H](C)NC1=NC(=NC2=CC(=C(C=C12)OCCOC)C#N)C)F (R)-4-((1-(3-(1,1-difluoro-2-hydroxy-2-methylpropyl)-2-fluorophenyl)ethyl)amino)-6-(2-methoxyethoxy)-2-methyl-quinazoline-7-carbonitrile